6-(5-(ethylsulfonyl)-6-(1-methyl-3-(trifluoromethyl)-1H-pyrazol-5-yl)pyridin-3-yl)-2-(trifluoromethyl)pyrazolo[1,5-a]pyrimidine C(C)S(=O)(=O)C=1C=C(C=NC1C1=CC(=NN1C)C(F)(F)F)C=1C=NC=2N(C1)N=C(C2)C(F)(F)F